7-nitro-1,4-benzodioxan [N+](=O)([O-])C=1C=CC2=C(OCCO2)C1